5-amino-4-[4-[4-(2-tert-butoxy-2-oxo-ethyl)-4-trimethylsilyloxy-1-piperidyl]-3-fluoro-phenyl]-4-deuterio-5-oxo-pentanoic acid NC(C(CCC(=O)O)([2H])C1=CC(=C(C=C1)N1CCC(CC1)(O[Si](C)(C)C)CC(=O)OC(C)(C)C)F)=O